Cl.BrCC=1C=C2CN(C(C2=CC1)=O)C1C(NC(CC1)=O)=O 3-(5-(bromomethyl)-1-oxoisoindolin-2-yl)piperidine-2,6-dione hydrochloride